selenium dioxide hafnium [Hf].[Se](=O)=O